NC=1C(=C(C(=C(C(=O)NC=2C=C(C=CC2N2CCN(CC2)C)N2N=NC(=C2)C(=O)[O-])C1)Cl)C)F 1-(3-(5-amino-2-chloro-4-fluoro-3-methylbenzamido)-4-(4-methylpiperazin-1-yl)phenyl)-1H-1,2,3-triazole-4-carboxylate